(3,3-difluorocyclobutyl)ethanone FC1(CC(C1)C(C)=O)F